5-(benzyloxy)-N-(1-(methylsulfonyl)piperidin-4-yl)-2,6-naphthyridin-3-amine C(C1=CC=CC=C1)OC1=C2C=C(N=CC2=CC=N1)NC1CCN(CC1)S(=O)(=O)C